N,N'-bisfuran-2-ylmethyl-malonamide O1C(=CC=C1)CNC(CC(=O)NCC=1OC=CC1)=O